C12CCC=CCCC2C1C(=O)OCC ethyl exo-bicyclo[6.1.0]non-4-ene-9-carboxylate